N-(2-methyl-5-(2-(3-methylpyrrolidin-1-yl)acetamido)pyridin-3-yl)pyrazolo[5,1-b]Thiazole-7-carboxamide CC1=NC=C(C=C1NC(=O)C=1C=NN2C1SC=C2)NC(CN2CC(CC2)C)=O